1,4-bis(dimethylsilyloxy)benzene C[SiH](OC1=CC=C(C=C1)O[SiH](C)C)C